4,4'-dicarboxyazobenzene C(=O)(O)C1=CC=C(C=C1)N=NC1=CC=C(C=C1)C(=O)O